[Cl-].ClCC[N+](C)(C)C 2-chloro-N,N,N-trimethyl-ethylammonium chloride